FC(=CCN1CC(C1)OC1=CC(=C(C(=C1)F)[C@H]1N([C@@H](CC2=C1NC1=CC=CC=C21)C)CC(C)(C)F)F)F (1R,3R)-1-[4-[1-(3,3-difluoroallyl)azetidin-3-yl]oxy-2,6-difluoro-phenyl]-2-(2-fluoro-2-methyl-propyl)-3-methyl-1,3,4,9-tetrahydropyrido[3,4-b]indole